2-[4-chloro-1-[(4-methoxyphenyl)methyl]indazol-6-yl]acetic acid ClC1=C2C=NN(C2=CC(=C1)CC(=O)O)CC1=CC=C(C=C1)OC